CN(C(C1=CC(=CC(=C1)C(F)(F)F)C(F)(F)F)=O)C(C)C1=C(C=NN1C1=NC=CN=C1)S(=O)(=O)C N-methyl-N-(1-(4-(methylsulfonyl)-1-(pyrazin-2-yl)-1H-pyrazol-5-yl)ethyl)-3,5-bis(trifluoromethyl)benzamide